C\C(=C/C#N)\CC\C=C(/CC)\C (2E,6Z)-3,7-dimethyl-nona-2,6-dienenitrile